(S)-2-(4-(4-methylpyrazolo[1,5-a]pyridin-2-yl)-1,4,6,7-tetrahydro-5H-imidazo[4,5-c]pyridin-5-yl)-5-(2-methylpyridin-3-yl)-1,3,4-oxadiazole CC=1C=2N(C=CC1)N=C(C2)[C@H]2N(CCC1=C2N=CN1)C=1OC(=NN1)C=1C(=NC=CC1)C